methyl (2S,5r)-1-((S)-4-(((benzyloxy) carbonyl) amino)-2-((tert-butoxycarbonyl) amino) butanoyl)-5-vinylpyrrolidine-2-carboxylate C(C1=CC=CC=C1)OC(=O)NCC[C@@H](C(=O)N1[C@@H](CC[C@@H]1C=C)C(=O)OC)NC(=O)OC(C)(C)C